(2r,5r)-3-(4-aminophenyl-ethyl)-2-(1-(4-bromophenyl)-3-(5-fluoropyridin-2-yl)-1H-pyrazol-4-yl)-5-methyl-oxazolidin-4-one NC1=CC=C(C=C1)CCN1[C@H](O[C@@H](C1=O)C)C=1C(=NN(C1)C1=CC=C(C=C1)Br)C1=NC=C(C=C1)F